CN(C)CC1=CC(=NN1C)S(=O)(=O)NC(NC1=C(C=C(C=C1C=1C=NC=NC1)F)C(C)C)=O 5-((dimethylamino)methyl)-N-((4-fluoro-2-isopropyl-6-(pyrimidin-5-yl)phenyl)carbamoyl)-1-methyl-1H-pyrazole-3-sulfonamide